CS(=O)(=O)O.FC1=C(C(=CC=C1)F)C1=NC(=C(N1)C1=CC=C2C(=N1)N(C(=N2)C)CC(C)(C)C)C2=CC=CC=C2 5-[2-(2,6-difluorophenyl)-5-phenyl-3H-imidazol-4-yl]-3-(2,2-dimethylpropyl)-2-methyl-3H-imidazo[4,5-b]pyridine methanesulfonate